Cl.Cl.N1CCC(CC1)CN1CC2=CC=C(C=C2CC1)[C@@H]1C(NC(CC1)=O)=O |r| rac-(3R)-3-[2-(piperidin-4-ylmethyl)-3,4-dihydro-1H-isoquinolin-6-yl]piperidine-2,6-dione dihydrochloride